[Na+].[Na+].[Na+].O(P(O)(=O)OP(=O)([O-])OP(=O)([O-])[O-])C[C@@H]1[C@H]([C@H]([C@@H](C1)N1C=2N=CNC(C2N=C1)=O)O)O ((1R,2R,3S,4R)-4-(6-oxo-1,6-dihydro-9H-purin-9-yl)-2,3-dihydroxycyclopentyl)methyl monohydrogen triphosphate trisodium salt